ONC(C(C1=CC=CC=C1)C1=C(C=CC(=C1)N(C1=NC(=NC2=CC=CC=C12)C)C)OC)=O N-hydroxy-2-(2-methoxy-5-(methyl-(2-methylquinazolin-4-yl)amino)phenyl)-2-PHENYLACETAMIDE